C(C1=CC=CC=C1)OC1=C(C(=O)Cl)C=CC(=C1)N(C(=O)[C@@H]1N(CC1)S(=O)(=O)C1=C(C(=C(C(=C1F)F)F)F)F)CC1=CC=C(C=C1)C1CCOCC1 (R)-2-(benzyloxy)-4-(1-((perfluorophenyl)sulfonyl)-N-(4-(tetrahydro-2H-pyran-4-yl)benzyl)azetidine-2-carboxamido)benzoyl chloride